FC(C(=O)O)CCCC(=O)O 2-fluoroadipic acid